C1(=CC=C(C=C1)C=CC(C)=O)C 4-(p-tolyl)but-3-en-2-one